COC1=C(CNCC2=C(C=C(C=C2)OC)OC)C=CC(=C1)OC bis(2,4-dimeth-oxybenzyl)amine